tert-butyl (R)-3-((5-(4,4,5,5-tetramethyl-1,3,2-dioxaborolan-2-yl)-1-((2-(trimethylsilyl) ethoxy)methyl)-1H-pyrrolo[2,3-b]pyridin-4-yl)amino)piperidine-1-carboxylate CC1(OB(OC1(C)C)C=1C(=C2C(=NC1)N(C=C2)COCC[Si](C)(C)C)N[C@H]2CN(CCC2)C(=O)OC(C)(C)C)C